allyl-6-(4-fluorophenyl)-4-hydroxy-N-(4-methylcyclohexyl)-2-oxo-1,8-naphthyridine-3-carboxamide C(C=C)C1=C2C(=C(C(NC2=NC=C1C1=CC=C(C=C1)F)=O)C(=O)NC1CCC(CC1)C)O